FC1=C(C=C2C=CC(=NC2=C1)C=1C(=NNC1C(F)(F)F)C)N1N(C(N(C1)C(C)C)C(C)O)C 7-Fluoro-4-isopropyl-2-(3-methyl-5-(trifluoromethyl)-1H-pyrazol-4-ylquinolin-6-yl)-1-methyl-1H-1,2,4-triazol-5-ylethan-1-ol